N-(2-Fluoro-1-(naphthalen-1-yl)ethyl)-2-methyl-5-nitrobenzamide FCC(C1=CC=CC2=CC=CC=C12)NC(C1=C(C=CC(=C1)[N+](=O)[O-])C)=O